1-[(2-bromophenyl)methoxy]-4-chloro-2-nitro-benzene BrC1=C(C=CC=C1)COC1=C(C=C(C=C1)Cl)[N+](=O)[O-]